2'-(cyclohexylamino)-4'-(7-oxo-6,7-dihydro-3H-[1,2,3]triazolo[4,5-d]pyrimidin-5-yl)-[1,1'-biphenyl]-4-carboxylic acid C1(CCCCC1)NC1=C(C=CC(=C1)C=1NC(C2=C(N1)NN=N2)=O)C2=CC=C(C=C2)C(=O)O